(2S)-3,3-dicyclohexyl-2-[(5-methyl-1-tetrahydropyran-4-yl-pyrazole-4-carbonyl)amino]propionic acid ethyl ester C(C)OC([C@H](C(C1CCCCC1)C1CCCCC1)NC(=O)C=1C=NN(C1C)C1CCOCC1)=O